C1(=CC=CC=C1)CC(=O)OCC=O formylmethyl phenylacetate